N-{[3-(4-{[(3S,4R)-3-fluoro-1-methylpiperidin-4-yl]amino}-1-(2,2,2-trifluoroethyl)-1H-indol-2-yl)-1,2,4-oxadiazol-5-yl]methyl}-1-(3-fluorocyclopentyl)-1H-pyrrole-3-carboxamide F[C@H]1CN(CC[C@H]1NC1=C2C=C(N(C2=CC=C1)CC(F)(F)F)C1=NOC(=N1)CNC(=O)C1=CN(C=C1)C1CC(CC1)F)C